4-((tert-butoxycarbonyl)amino)-3,3-difluorocyclopentane-1-carboxylic acid ethyl ester C(C)OC(=O)C1CC(C(C1)NC(=O)OC(C)(C)C)(F)F